O=C1N(C(SC1=CC1=CC=C(C=C1)C1=C(C=CC=C1)C(F)(F)F)=S)C(C(=O)O)C1CCCCC1 2-(4-oxo-2-thioxo-5-((2'-(trifluoromethyl)-[1,1'-biphenyl]-4-yl)methylene)thiazolidin-3-yl)-2-cyclohexylacetic acid